((3-nitro-5-(trifluoromethyl)phenyl)carbamoyl)(3-(pyridin-2-ylmethyl)-1,2,3-oxadiazol-3-ium-5-yl)amide [N+](=O)([O-])C=1C=C(C=C(C1)C(F)(F)F)NC(=O)[N-]C1=C[N+](=NO1)CC1=NC=CC=C1